4-methyl-3,6-dihydro-2H-pyran CC=1CCOCC1